6-(4-cyano-phenyl)-2-{1-[methoxycarbonylmethyl-(4-methylphenylsulfonyl)-amino]-ethyl}-nicotinic acid methyl ester COC(C1=C(N=C(C=C1)C1=CC=C(C=C1)C#N)C(C)N(S(=O)(=O)C1=CC=C(C=C1)C)CC(=O)OC)=O